FC1=CC2=C(C3=C(O2)C=CC(=C3)S(=O)(=O)O)C=C1 7-fluoro-dibenzo[b,d]furan-2-sulfonic acid